C(C)(C)C1=C(NC2=CC=C(C=C12)C1CN(C1)CCS(=O)(=O)C)C=1C=C(C=2N(C1)N=CN2)OC 6-(3-Isopropyl-5-((2-(methylsulfonyl)ethyl)azetidin-3-yl)-1H-indol-2-yl)-8-methoxy-[1,2,4]triazolo[1,5-a]pyridin